ClC1=CC=C2C(=N1)N=C(O2)N2CC(N(CC2)C(=O)C2=CC=C(C=C2)C=2N=NN(C2)CC(C)(C)C)C [4-(5-chlorooxazolo[4,5-b]pyridin-2-yl)-2-methyl-piperazin-1-yl]-[4-[1-(2,2-dimethylpropyl)triazol-4-yl]phenyl]methanone